C(C)(C)(C)OC(=O)NCC(=O)N[C@@H](CC1=CC=CC=C1)C(=O)O (tert-butoxycarbonyl)glycyl-L-phenylalanine